4,4'-methylenebis(N,N-diallyl-3,5-dimethylaniline) C(C1=C(C=C(N(CC=C)CC=C)C=C1C)C)C1=C(C=C(N(CC=C)CC=C)C=C1C)C